(R)-2-((S)-3-(2-methyl-3-(pyridin-4-yl)pyrazolo[1,5-a]pyrimidin-7-yl)piperidin-1-yl)-2-phenylethanol CC1=NN2C(N=CC=C2[C@@H]2CN(CCC2)[C@@H](CO)C2=CC=CC=C2)=C1C1=CC=NC=C1